Tricarbonate C(=O)([O-])OC(=O)OC(=O)[O-]